[Mg+2].[OH-].[Ca+2].[OH-].[OH-].[OH-] calcium hydroxide, magnesium salt